C1(CC1)C=1C(=NON1)C(=O)N[C@@H](CC(C(F)(F)F)(C)C)C1=NC2=C(N1)C=C(C=C2)[C@H](NC(CC2CC(C2)(F)F)=O)C2CC2 4-Cyclopropyl-N-((S)-1-(6-((R)-cyclopropyl(2-(3,3-difluorocyclobutyl)acetamido)methyl)-1H-benzo[d]imidazol-2-yl)-4,4,4-trifluoro-3,3-dimethylbutyl)-1,2,5-oxadiazole-3-carboxamide